S-(3-((tert-butyldimethylsilyl)oxy)-2-(4-fluorothiophen-2-yl)propyl) ethanethioate C(C)(SCC(CO[Si](C)(C)C(C)(C)C)C=1SC=C(C1)F)=O